3-(3-((1-(5-((4,6-difluoro-1H-indol-5-yl)oxy)-2-fluorophenyl)-5-((2-hydroxyethyl)amino)-1H-pyrazol-3-yl)methyl)phenyl)propanoic acid FC1=C2C=CNC2=CC(=C1OC=1C=CC(=C(C1)N1N=C(C=C1NCCO)CC=1C=C(C=CC1)CCC(=O)O)F)F